(2S,4R)-1-((S)-2-azido-2-cyclohexylacetyl)-4-hydroxy-N-methylpyrrolidine-2-carboxamide N(=[N+]=[N-])[C@H](C(=O)N1[C@@H](C[C@H](C1)O)C(=O)NC)C1CCCCC1